C(=O)(OCC1C2=CC=CC=C2C2=CC=CC=C12)N[C@@H](CCCNC(=O)N)C(=O)O N-Fmoc-citrulline